1-(2-bromo-4-methyl-phenyl)-3-[(1S)-1-(2-pyrimidin-2-yl-1,2,4-triazol-3-yl)ethyl]urea BrC1=C(C=CC(=C1)C)NC(=O)N[C@@H](C)C=1N(N=CN1)C1=NC=CC=N1